(2S)-3-cyclopropyl-2-(pyrimidin-5-ylamino)propanoic acid C1(CC1)C[C@@H](C(=O)O)NC=1C=NC=NC1